2-[[(3,5-dimethyl-4-isoxazolyl)methyl]thio]-N-[2-[[2-nitro-4-(trifluoromethyl)phenyl]amino]ethyl]-3-pyridinecarboxamide CC1=NOC(=C1CSC1=NC=CC=C1C(=O)NCCNC1=C(C=C(C=C1)C(F)(F)F)[N+](=O)[O-])C